5-chloro-2-fluoro-aniline ClC=1C=CC(=C(N)C1)F